COC(=O)N1CCSCC1 thiomorpholine-4-carboxylic acid methyl ester